2,4,6-tris(2-propyn-1-yloxy)-1,3,5-triazine C(C#C)OC1=NC(=NC(=N1)OCC#C)OCC#C